tert-Butyl 2-[[(1R)-1-[6-methyl-2-[2-methyl-7-(trifluoromethyl)indazol-5-yl]-4-oxo-chromen-8-yl]ethyl]amino]benzoate CC=1C=C2C(C=C(OC2=C(C1)[C@@H](C)NC1=C(C(=O)OC(C)(C)C)C=CC=C1)C1=CC2=CN(N=C2C(=C1)C(F)(F)F)C)=O